5-fluorohexane-1-ol FC(CCCCO)C